(3R,4S)-4-fluoro-1-(1-((5-fluoropyrimidin-2-yl)methyl)-6-(trifluoromethyl)-1H-benzo[d]imidazol-2-yl)piperidin-3-amine F[C@@H]1[C@@H](CN(CC1)C1=NC2=C(N1CC1=NC=C(C=N1)F)C=C(C=C2)C(F)(F)F)N